N-[(1R)-3-(1,3-dioxoisoindolin-2-yl)-1-methyl-propyl]-5-[4-(trifluoromethyl)phenoxy]naphthalene-2-carboxamide O=C1N(C(C2=CC=CC=C12)=O)CC[C@@H](C)NC(=O)C1=CC2=CC=CC(=C2C=C1)OC1=CC=C(C=C1)C(F)(F)F